FCC1=CC=C(S1)C=O [5-(fluoromethyl)-2-thienyl]methanone